BrC=1C=C(C(=C(C1)F)OCC1=CC(=C(C=C1)F)F)F 5-bromo-2-((3,4-difluorobenzyl)oxy)-1,3-difluorobenzene